3-(4'-(4-azidobutoxy)-2'-ethyl-[1,1'-biphenyl]-4-yl)-2-((tert-butoxycarbonyl)amino)propanoic acid N(=[N+]=[N-])CCCCOC1=CC(=C(C=C1)C1=CC=C(C=C1)CC(C(=O)O)NC(=O)OC(C)(C)C)CC